BrC=1C=CC=2N(C1)N=CC2S(=O)(=O)NC2=NC(=C(C=C2F)OCC(F)F)OC 6-bromo-N-[5-(2,2-difluoroethoxy)-3-fluoro-6-methoxy-2-pyridyl]pyrazolo[1,5-a]pyridine-3-sulfonamide